(6-((2-(nicotinamido)ethyl)amino)-6-oxohexyl)triphenylphosphonium C(C1=CN=CC=C1)(=O)NCCNC(CCCCC[P+](C1=CC=CC=C1)(C1=CC=CC=C1)C1=CC=CC=C1)=O